5-((S)-7-(2-((R)-1-hydroxyethyl)imidazo[4,5-d]pyrrolo[2,3-b]pyridin-1(6H)-yl)-5-azaspiro[2.4]hept-5-yl)valeronitrile O[C@H](C)C1=NC=2C(=C3C(=NC2)NC=C3)N1[C@@H]1CN(CC13CC3)CCCCC#N